C(CCCCCCC\C=C\CCCCCCCC)(=O)Cl trans-9-octadecenoyl chloride